ClC1=CC=C(C(=N1)C1=CC2=C(B(OC2)O)C(=C1)Cl)N[C@@H](C)C=1C=C(C=C2C(C(=C(OC12)C(C)C)C)=O)C (S)-8-(1-((6-chloro-2-(7-chloro-1-hydroxy-1,3-dihydrobenzo[c][1,2]oxaborol-5-yl)pyridin-3-yl)amino)ethyl)-2-isopropyl-3,6-dimethyl-4H-chromen-4-one